C1=CC=C(C=C1)C/C(=N/O)/SC[C@@H](C(=O)NCC(=O)[O-])[NH3+] The molecule is a dipeptide zwitterion resulting from transfer of a proton from the carboxy to the amino group of S-[(Z)-N-hydroxy-2-phenylethanimidoyl]-L-cysteinylglycine; major species at pH 7.3. It is a tautomer of a S-[(Z)-N-hydroxy-2-phenylethanimidoyl]-L-cysteinylglycine.